BrC=1C=C2C(=NC(=NC2=CC1)O)N[C@H](C)C1=CC(=CC=C1)C(F)(F)F (R)-6-bromo-4-((1-(3-trifluoromethylphenyl)ethyl)amino)quinazolin-2-ol